BrC1=C(SC(=C1)C=1C(=NN(C1)COCC[Si](C)(C)C)F)C(=O)OC methyl 3-bromo-5-(3-fluoro-1-((2-(trimethylsilyl)ethoxy)methyl)-1H-pyrazol-4-yl)thiophene-2-carboxylate